5'-O-(4,4'-dimethoxytrityl)-5-trifluoroethoxycarbonyl-2'-deoxyuridine COC1=CC=C(C(C2=CC=C(C=C2)OC)(C2=CC=CC=C2)OC[C@@H]2[C@H](C[C@@H](O2)N2C(=O)NC(=O)C(=C2)C(=O)OCC(F)(F)F)O)C=C1